N[C@H](C(=O)NC=1SC(=CN1)C(CN1C[C@H](OCC1)C)N1C(CCC(C1)(F)F)=O)C1CCC(CC1)C (2S)-2-amino-N-(5-(1-(5,5-difluoro-2-oxopiperidin-1-yl)-2-((R)-2-methylmorpholino)ethyl)thiazol-2-yl)-2-((1r,4S)-4-methylcyclohexyl)acetamide